NN1CCC(CC1)C(C#N)(C)C (1-aminopiperidin-4-yl)-2-methylpropanenitrile